CC(CO)=CCCC(=CC=C)C 2,6-Dimethyl-nona-2,6,8-trien-1-ol